tert-Butyl (3R,5S)-3-(2-((6-((2,5-dichloropyrimidin-4-yl)amino)-3-methyl-2-oxo-2,3-dihydro-1H-benzo[d]imidazol-4-yl)oxy)ethoxy)-5-methylpiperidine-1-carboxylate ClC1=NC=C(C(=N1)NC=1C=C(C2=C(NC(N2C)=O)C1)OCCO[C@H]1CN(C[C@H](C1)C)C(=O)OC(C)(C)C)Cl